C(C)N(C(=O)C1=NC=C(C=C1)NC=1OC(=CN1)C1=CC=C(C=C1)C(F)(F)F)OCC1=CC=C(C=C1)OC N-ethyl-N-((4-methoxybenzyl)oxy)-5-((5-(4-(trifluoromethyl)phenyl)oxazol-2-yl)amino)pyridineamide